CC1=C(C(=C(N=N1)CC)C(=O)OC[C@@H]1OC[C@@H](O1)N1C2=NC(=NC(=C2N=C1)N)Cl)OC1=CC(=CC=C1)C1CC1 ((2R,4R)-4-(6-amino-2-chloro-9H-purin-9-yl)-1,3-dioxolan-2-yl)methanol methyl-5-(3-cyclopropylphenoxy)-3-ethyl-pyridazine-4-carboxylate